(1-methyl-5-(4-(5-(trifluoromethyl)-1,2,4-oxadiazol-3-yl)pyridin-2-yl)-1H-pyrrolo[2,3-c]pyridin-2-yl)(morpholino)methanone mesylate S(C)(=O)(=O)O.CN1C(=CC=2C1=CN=C(C2)C2=NC=CC(=C2)C2=NOC(=N2)C(F)(F)F)C(=O)N2CCOCC2